α-propyl-γ-butyrolactone C(CC)C1C(=O)OCC1